tin iron sulfide carbon [C].[Fe]=S.[Sn]